[I-].ClC1=CC=C(C=C1)N1C(=C(C=C1C)C(C[N+]1(CCCCC1)C)=O)C 1-(2-(1-(4-Chlorophenyl)-2,5-dimethyl-1H-pyrrol-3-yl)-2-oxoethyl)-1-methylpiperidin-1-ium Iodide